C(C)OC(=O)N1C(CC(CC1(C)C)=CC#CC1=NC(=CC=C1)C)(C)C.NC=1C=2N(C3=CC(=CC=C3N1)C(=O)N1C(CCCC1)C=1C=CC3=C(N=CS3)C1)C=NC2 (4-aminoimidazo[1,5-a]quinoxalin-8-yl)(2-(benzothiazol-5-yl)piperidin-1-yl)methanone Ethyl-2,2,6,6-Tetramethyl-4-[3-(6-methylpyridin-2-yl)prop-2-yn-1-ylidene]piperidine-1-carboxylate